4-(chloromethyl)-4'-methoxy-1,1'-biphenyl ClCC1=CC=C(C=C1)C1=CC=C(C=C1)OC